6-{5-Fluoro-3-[1-(2-hydroxyethyl)piperidin-4-yl]cinnolin-7-yl}-2-methylimidazo[1,2-b]pyridazin-8-carbonitril-Trihydrochlorid Cl.Cl.Cl.FC1=C2C=C(N=NC2=CC(=C1)C=1C=C(C=2N(N1)C=C(N2)C)C#N)C2CCN(CC2)CCO